(1S,3aR,6aS)-N-((S)-1-cyano-2-((S)-2-oxopiperidin-3-yl)ethyl)-2-((S)-3,3-dimethyl-2-(2,2,2-trifluoroacetamido)butanoyl)octahydro-cyclopenta[c]pyrrole-1-carboxamide C(#N)[C@H](C[C@H]1C(NCCC1)=O)NC(=O)[C@H]1N(C[C@H]2[C@@H]1CCC2)C([C@H](C(C)(C)C)NC(C(F)(F)F)=O)=O